N1=CN=C(C2=C1NC=C2)N2CCC(CC2)NC(OC(C)(C)C)=O tert-butyl (1-(7H-pyrrolo[2,3-d]pyrimidin-4-yl)piperidin-4-yl)carbamate